(P)-4-(aminomethyl)-6-(5-(4-hydroxy-4-methylisochroman-8-yl)-1-methyl-1H-pyrazol-4-yl)phthalazin NCC1=NN=CC2=CC=C(C=C12)C=1C=NN(C1C=1C=CC=C2C(COCC12)(C)O)C